N-benzyl-N-(5-((6-chloro-1,2,3,4-tetrahydroacridin-9-yl)amino)-3-(isopentyldithio)pent-2-en-2-yl)carboxamide C(C1=CC=CC=C1)N(C=O)C(C)=C(CCNC=1C2=CC=C(C=C2N=C2CCCCC12)Cl)SSCCC(C)C